CC(CNC(C1=CN=CC(=C1N1CC2(CCN2)CC1)C1=CC(=CC(=C1)F)F)=O)CC N-2-methylbutyl-4-(1,6-diaza-6-spiro[3.4]octyl)-5-(3,5-difluorophenyl)nicotinamide